(1R,2R,3S,5R)-(-)-Pinanediol C[C@]1([C@@H]2C[C@@H](C2(C)C)C[C@@H]1O)O